3-((1-(2-(3-Azabicyclo[3.1.0]hexan-3-yl)-3,6-dimethyl-4-oxo-3,4-dihydroquinazolin-8-yl)ethyl)amino)-6-chloropicolinic acid C12CN(CC2C1)C1=NC2=C(C=C(C=C2C(N1C)=O)C)C(C)NC=1C(=NC(=CC1)Cl)C(=O)O